NC=1N=C(SC1C(C1=CC=C(C=C1)OC)=O)N(C=1C=NC(=CC1)OC(F)F)C(C(=O)N)C [[4-Amino-5-(4-methoxybenzoyl)thiazol-2-yl]-[6-(difluoromethoxy)-3-pyridyl]amino]propanamid